tert-butyl (2-(4-((2-(((R or S)-1-(benzyloxy)hexan-3-yl)oxy)-4-(bis(4-methoxybenzyl)amino)imidazo[2,1-f][1,2,4]triazin-7-yl)(hydroxy)methyl)-3-chlorophenoxy)ethyl)(methyl)carbamate C(C1=CC=CC=C1)OCC[C@@H](CCC)OC1=NN2C(C(=N1)N(CC1=CC=C(C=C1)OC)CC1=CC=C(C=C1)OC)=NC=C2C(C2=C(C=C(OCCN(C(OC(C)(C)C)=O)C)C=C2)Cl)O |o1:10|